OCC1=NN2C(S1)=NC(=C2CN2CC(=CC2=O)[C@H]2[C@@H](C2)C(F)(F)F)C(F)(F)F 1-[[2-(hydroxymethyl)-6-(trifluoromethyl)imidazo[2,1-b][1,3,4]thiadiazol-5-yl]methyl]-3-[(1R,2R)-2-(trifluoromethyl)cyclopropyl]-2H-pyrrol-5-one